24-(Hydroxycyclopropyl)cholane-6(5)-en-3β-ol OC1(CC1)CCC[C@@H](C)[C@H]1CC[C@H]2[C@@H]3CC=C4C[C@H](CC[C@]4(C)[C@H]3CC[C@]12C)O